BrC=1C=CC(=NC1)CNCC1=C(C=CC=C1)F 1-(5-bromopyridin-2-yl)-N-(2-fluorobenzyl)methylamine